C1(CC1)OC1=C(C=C(C=C1)C=1OC=CC1)NC1=NC=NC2=CC(=C(C=C12)OC1CCN(CC1)C(C=C)=O)OC 1-(4-((4-((2-cyclopropoxy-5-(furan-2-yl)phenyl)amino)-7-methoxyquinazolin-6-yl)oxy)piperidin-1-yl)prop-2-en-1-one